C(C)(C)(C)OC(=O)N(C=1C(=C(C=NC1)C=1C=C2C=C(N=CC2=C(C1F)NC(=O)OC(C)(C)C)NC(CCCC(=O)OC)=O)C)C(=O)OC(C)(C)C methyl 5-((6-(5-(bis(tert-butoxycarbonyl) amino)-4-methylpyridin-3-yl)-8-((tert-butoxycarbonyl) amino)-7-fluoroisoquinolin-3-yl) amino)-5-oxopentanoate